C(CCCCCCCCC)C1=CC=C(C=C1)N=NC1=C(OC(CCCO)CC)C=CC=C1 4-((4-decylphenylazo)phenoxy)hexan-1-ol